N[C@H]1C2=C(C(N3N(C1=O)CC1(CC1)C3)=O)C=CC=C2 (S)-10-amino-1H,3H,5H-spiro[benzo[d]pyrazolo[1,2-a][1,2]diazepine-2,1'-cyclopropane]-5,11(10H)-dione